7-bromo-4-(1-methyl-3-phenyl-1H-pyrazol-4-yl)quinazolin-6-ol BrC1=C(C=C2C(=NC=NC2=C1)C=1C(=NN(C1)C)C1=CC=CC=C1)O